COC1(CCN(CC1)C[C@@H]1OCCC1)C=O (4-methoxy-1-(((R)-tetrahydrofuran-2-yl)methyl)piperidin-4-yl)methanone